3-(2-(allyloxymethyl)-5-chlorophenyl)morpholine-4-carboxylic acid tert-butyl ester C(C)(C)(C)OC(=O)N1C(COCC1)C1=C(C=CC(=C1)Cl)COCC=C